N-((1S)-1-(5-((4,5-dichloro-2,3-dihydro-1H-inden-2-yl)amino)pyridin-2-yl)-2,2,2-trifluoroethyl)-N-methyl-6-oxo-5-azaspiro[3.4]octane-2-carboxamide ClC1=C2CC(CC2=CC=C1Cl)NC=1C=CC(=NC1)[C@@H](C(F)(F)F)N(C(=O)C1CC2(C1)NC(CC2)=O)C